C(C)O[Si](CCCC(C(=O)O)CC(=O)O)(C1=CC=CC=C1)OCC 3-[diethoxy(phenyl)silyl]propyl-succinic acid